methyl (1R,2S,5S)-3-[(2S,3R)-3-tert-butoxy-2-(9H-fluoren-9-ylmethoxycarbonylamino) butanoyl]-6,6-dimethyl-3-azabicyclo[3.1.0]hexane-2-carboxylate C(C)(C)(C)O[C@@H]([C@@H](C(=O)N1[C@@H]([C@H]2C([C@H]2C1)(C)C)C(=O)OC)NC(=O)OCC1C2=CC=CC=C2C=2C=CC=CC12)C